FC(CCC1N(S(C2=C(N(C1)C1CC(C1)(F)F)C=C(C(=C2)O)C(F)(F)F)(=O)=O)C)(C)F 3-(3,3-difluorobutyl)-5-(3,3-difluorocyclobutyl)-8-hydroxy-2-methyl-7-(trifluoromethyl)-2,3,4,5-tetrahydrobenzo[f][1,2,5]thiadiazepine 1,1-dioxide